C1(CCCCCCCCCCCCCC1)C(=O)OCCCCCC(CCCCCOC(=O)C1CCCCCCCCCCCCCC1)N(C)CCOCCO 6-((2-(2-Hydroxyethoxy)ethyl)(methyl)amino)undecane-1,11-diyl dicyclopentadecanecarboxylate